6-chloro-7-(3-fluorophenoxy)-1-(2-(2-propanyl)phenyl)-4-(4-(2-propenoyl)-1-piperazinyl)pyrido[2,3-d]pyrimidin-2(1H)-one ClC1=CC2=C(N(C(N=C2N2CCN(CC2)C(C=C)=O)=O)C2=C(C=CC=C2)C(C)C)N=C1OC1=CC(=CC=C1)F